ClC1=CC(=C(C=C1)C(C(=O)C1=CNC2=CC=C(C=C12)C(F)(F)F)NC1=CC(=CC(=C1)S(=O)(=O)C)OC)OC 2-(4-chloro-2-methoxyphenyl)-2-((3-methoxy-5-(methylsulfonyl)phenyl)amino)-1-(5-(trifluoro-methyl)-1H-indol-3-yl)ethanone